N,N-diethyl-2-(7-methoxy-1-(trifluoromethyl)-9H-pyrido[3,4-b]indol-9-yl)propan-1-amine C(C)N(CC(C)N1C2=C(C3=CC=C(C=C13)OC)C=CN=C2C(F)(F)F)CC